CN(CCOC1=CC=C(C=C1)C1=NC=CC2=C1N=C(N=C2N)NC=2C=NC(=CC2)N2CCOCC2)C 8-(4-(2-(dimethylamino)ethoxy)phenyl)-N2-(6-morpholinylpyridin-3-yl)pyrido[3,4-d]pyrimidine-2,4-diamine